3-(2-Chloro-4-(methylthio)pyrimidin-5-yl)oxetan-3-ol ClC1=NC=C(C(=N1)SC)C1(COC1)O